C1(=CC=CC=2C3=CC=CC=C3NC12)C1=C(C=CC=C1)B(O)O carbazoleylphenylboronic acid